4-(3-bromopyridin-4-yl)-5-chloro-N-(5-chloro-6-(2H-1,2,3-triazol-2-yl)pyridin-3-yl)-2-fluorobenzamide BrC=1C=NC=CC1C1=CC(=C(C(=O)NC=2C=NC(=C(C2)Cl)N2N=CC=N2)C=C1Cl)F